Cl.BrC=1C=C2C=3C(CCC(C3NC2=CC1)N)C(C)C 6-Bromo-4-isopropyl-2,3,4,9-tetrahydro-1H-carbazol-1-amine Hydrogen Chloride Salt